N-(tert-butoxycarbonyl)-L-methionyl-N1-(2-{[(benzyloxy)carbonyl]amino}ethyl)-L-isoleucinamide C(C)(C)(C)OC(=O)N[C@@H](CCSC)C(=O)N[C@@H]([C@@H](C)CC)C(=O)NCCNC(=O)OCC1=CC=CC=C1